C(C)C(C(C(C(=O)O)(CC)CC)(O)C(=O)O)C(=O)O.C(CC(O)(C(=O)OCC)CC(=O)OCC)(=O)OCC triethyl citrate (Triethyl citrate)